C(C)OC(C(CC1=CC(=NC=C1[N+](=O)[O-])Cl)O)=O 3-(2-chloro-5-nitro-4-pyridinyl)-2-hydroxy-propionic acid ethyl ester